C1(CC2C(CC1)O2)CC[Si](OC)(OC)CCC 2-(3,4-epoxycyclohexyl)ethylpropyldimethoxysilane